[Ir].C1(=CC=CC=2C3=CC=CC=C3CC12)C1=NC2=CC=CC=C2C=C1 fluorenyl-quinoline iridium